(3-hydroxyisoxazol-5-yl)(8-phenyl-6-azaspiro[3.4]octan-6-yl)methanone OC1=NOC(=C1)C(=O)N1CC2(CCC2)C(C1)C1=CC=CC=C1